tert-butyl ((2R,3R)-3-(cyclohexylmethoxy)-1-(methylamino)-1-oxobutan-2-yl)carbamate C1(CCCCC1)CO[C@@H]([C@H](C(=O)NC)NC(OC(C)(C)C)=O)C